The molecule is a non-ionic gadolinium chelate having a macrocyclic triamine framework. It is used as a paramagnetic contrast agent in magnetic resonance imaging (MRI). It has a role as a MRI contrast agent. CNC(=O)CN(CCN(CCN(CC(=O)NC)CC(=O)[O-])CC(=O)[O-])CC(=O)[O-].[Gd+3]